4-((3-(6,8-dioxa-2-azaspiro[3.5]nonan-7-yl)propyl)(3-fluoro-4-methoxybenzyl)amino)benzonitrile C1NCC12COC(OC2)CCCN(C2=CC=C(C#N)C=C2)CC2=CC(=C(C=C2)OC)F